2-formylethylamine C(=O)CCN